benzo(ghi)perylene-1,2-dicarboxylic anhydride C12=C(C=3C=4C5=C1C=CC1=CC=CC(C6=CC=CC(=CC3)C46)=C15)C(=O)OC2=O